Tert-butyl (2-methoxy-4-((5-methyl-3-nitropyridin-2-yl)oxy)phenyl)carbamate COC1=C(C=CC(=C1)OC1=NC=C(C=C1[N+](=O)[O-])C)NC(OC(C)(C)C)=O